COC1=CC(=NC2=C(C=CC=C12)OC)C(=O)O 4,8-dimethoxyquinoline-2-carboxylic acid